1-(4-((1S,2S)-4,4-difluoro-6-hydroxy-2-phenyl-1,2,3,4-tetrahydronaphthalen-1-yl)-3-fluorophenyl)piperidine-4-carbaldehyde FC1(C[C@@H]([C@@H](C2=CC=C(C=C12)O)C1=C(C=C(C=C1)N1CCC(CC1)C=O)F)C1=CC=CC=C1)F